S(=O)(=O)(O)O.NC1=NC(=CC=N1)N 2,6-diaminopyrimidine sulfate